3-fluoro-4-(4-fluoro-4-(hydroxymethyl)piperidin-1-yl)benzoic acid FC=1C=C(C(=O)O)C=CC1N1CCC(CC1)(CO)F